(3E)-6-(hexoxymethoxy)-3-hexenyl-magnesium iodide C(CCCCC)OCOCC/C=C/CC[Mg]I